CC=1C(=NC(=NC1)NC=1C=NN(C1)C1CC(N(CC1)C)=O)C1=C(C(=O)O)C=CC=C1 (5-methyl-2-((1-(1-methyl-2-oxopiperidin-4-yl)-1H-pyrazol-4-yl)amino)pyrimidin-4-yl)benzoic acid